O=C1C(=C(C=NN1)OCCOCCCC(=O)N1CCN(CC1)C1=CC=C(C=N1)C#N)C(F)(F)F 6-[4-[4-(2-[[6-Oxo-5-(trifluoromethyl)-1,6-dihydropyridazin-4-yl]oxy]ethoxy)butanoyl]piperazin-1-yl]pyridine-3-carbonitrile